CC1(OB(OC1(C)C)C=1C=NC(=NC1)N1CCC2(COC2)CC1)C 7-(5-(4,4,5,5-tetramethyl-1,3,2-dioxaborolan-2-yl)pyrimidin-2-yl)-2-oxa-7-azaspiro[3.5]nonane